CC(C)(C#CC#CC(C)(OOC(C)(C)C)C)OOC(C)(C)C 2,7-dimethyl-2,7-di(t-butylperoxy)octadiyne